N-cyclooctyl-4-(2-methoxy-5-fluoropyridin-3-yl)-1H-pyrrole-2-carboxamide C1(CCCCCCC1)NC(=O)C=1NC=C(C1)C=1C(=NC=C(C1)F)OC